BrCCCCCC=1C(=C(C2=CC3=CC4=CC=CC=C4C=C3C=C2C1)C#N)C1=CC=NN1C1OCCCC1 (5-bromopentyl)-2-(1-(tetrahydro-2H-pyran-2-yl)-1H-pyrazol-5-yl)-1-naphthacenenitrile